C(CCCCCCCC\C=C\C)O (E)-10-Dodecen-1-ol